8-((2-butyloctyl)oxy)-8-oxooctanoic acid C(CCC)C(COC(CCCCCCC(=O)O)=O)CCCCCC